C(C1=CC=CC=C1)(=O)N1C(N(C=CC1=O)C1C(N(CC1)C1=CC=C(C=C1)OCC#C)=O)=O 3-benzoyl-1-(2-oxo-1-(4-(prop-2-yn-1-yloxy)phenyl)pyrrolidin-3-yl)pyrimidine-2,4(1H,3H)-dione